ClC1=NN2C(N=CC3=C2C(C[C@H]3C(=O)NC=3C=NC(=C(C3)Cl)N3N=CC(=C3)C#N)(C)C)=C1 (R)-2-chloro-N-(5-chloro-6-(4-cyano-1H-pyrazol-1-yl)pyridin-3-yl)-8,8-dimethyl-7,8-dihydro-6H-cyclopenta[e]pyrazolo[1,5-a]pyrimidine-6-carboxamide